2-(5-(cyclopropylmethyl)-4-(3-fluoro-4-sulfamoylbenzyl)-3-(3-(5-methylpyridin-2-yl)phenyl)-1H-pyrazol-1-yl)thiazole-4-carboxylic acid C1(CC1)CC1=C(C(=NN1C=1SC=C(N1)C(=O)O)C1=CC(=CC=C1)C1=NC=C(C=C1)C)CC1=CC(=C(C=C1)S(N)(=O)=O)F